(3R,6R)-1-(2,7-dichloro-8-fluoropyrido[4,3-d]pyrimidin-4-yl)-6-methylpiperidin-3-ol ClC=1N=C(C2=C(N1)C(=C(N=C2)Cl)F)N2C[C@@H](CC[C@H]2C)O